cis-7-(trifluoromethyl)-3,4,4a,9b-tetrahydrofuro[2,3-b:4,5-b']dipyridin-2(1H)-one FC(C1=CC=C2C(=N1)O[C@@H]1[C@H]2NC(CC1)=O)(F)F